NC1=CC(=C(C=C1OC)N1CCC(CC1)CN1CCC2(CCN(CC2)C=2C=C3C(N(C(C3=CC2)=O)C2C(NC(CC2)=O)=O)=O)CC1)C=1C=NN(C1)C 5-(9-((1-(4-amino-5-methoxy-2-(1-methyl-1H-pyrazol-4-yl)phenyl)piperidin-4-yl)methyl)-3,9-diazaspiro[5.5]undecan-3-yl)-2-(2,6-dioxopiperidin-3-yl)isoindoline-1,3-dione